N-[7-bromo-2-(4-methoxyphenyl)[1,2,4]triazolo[1,5-c]quinazolin-5-yl]-D-alanine ethyl ester C(C)OC([C@H](NC1=NC=2C(=CC=CC2C=2N1N=C(N2)C2=CC=C(C=C2)OC)Br)C)=O